C(C)(C)(C)OC(=O)N1[C@H](CN(C[C@H]1C)C1=NC=C(N=C1)NC(=O)C=1C(=CC=2N(C1)C=C(N2)C)OCC)C (2S,6R)-4-(5-(7-ethoxy-2-methylimidazo[1,2-a]pyridine-6-carboxamido)pyrazin-2-yl)-2,6-dimethylpiperazine-1-carboxylic acid tert-butyl ester